C(C)C=1C(=CC=C2C=C(C=C(C12)C1=C(C=C2C(=NC(=NC2=C1F)F)N1C[C@@](CCC1)(O)C)F)OCOC)F (3R)-1-(7-(8-ethyl-7-fluoro-3-(methoxymethoxy)naphthalen-1-yl)-2,6,8-trifluoroquinazolin-4-yl)-3-methylpiperidin-3-ol